2-N-methyl-2-(4-methyl-1,2,5-oxadiazol-3-yl)-3-(pyridin-3-ylmethyl)benzimidazol-4-amine CN1ON=C(C1C=1N(C2=C(N1)C=CC=C2N)CC=2C=NC=CC2)C